OCC(C(CCCCCCCCCCCCCCC)O)NC(CCC)=O N-(1,3-dihydroxy-2-octadecyl)butyramide